racemic-1-(6,6-difluorospiro[3.3]heptan-2-yl)-3-(isoquinolin-4-yl)-2-oxoimidazolidine-4-carbonitrile FC1(CC2(CC(C2)N2C(N([C@H](C2)C#N)C2=CN=CC3=CC=CC=C23)=O)C1)F |r|